(12S)-13-benzyl-7-chloro-12-cyclopropyl-6-fluoro-3-methylsulfonyl-10-oxa-2,4,8,13-tetraazatricyclo[7.4.1.05,14]tetradec-1,3,5,7,9(14)-pentaene C(C1=CC=CC=C1)N1[C@H](COC=2N=C(C(=C3N=C(N=C1C32)S(=O)(=O)C)F)Cl)C3CC3